3-((5-(5-(Difluoromethyl)-1,3,4-oxadiazol-2-yl)pyridin-2-yl)methyl)-6-(piperidin-4-yl)benzo[d]oxazol-2(3H)-one FC(C1=NN=C(O1)C=1C=CC(=NC1)CN1C(OC2=C1C=CC(=C2)C2CCNCC2)=O)F